trans-N-ethyl-3-fluoro-3-[3-fluoro-4-(pyrrolidin-1-yl-methyl)phenyl]-cyclobutanecarboxamide C(C)NC(=O)C1CC(C1)(C1=CC(=C(C=C1)CN1CCCC1)F)F